C(C1=CC=CC=C1)C1=CC=C(S1)[C@H](CC(=O)O)NC(=O)NC=1C(N(C=CC1O)C)=O (S)-3-(5-benzylthiophen-2-yl)-3-(3-(4-hydroxy-1-methyl-2-oxo-1,2-dihydropyridin-3-yl)ureido)propanoic acid